4-[[4-(2-allyloxy)phenyl]sulfonyl]phenol CC(=C)OC1=CC=C(C=C1)S(=O)(=O)C2=CC=C(C=C2)O